4-(diisopropylamino)-4-oxobut-2-yn-1-yl 2-oxopropanoate O=C(C(=O)OCC#CC(=O)N(C(C)C)C(C)C)C